FC=1C=C(C=CC1F)[C@H]([C@@H]1[C@H]([C@H]([C@@H](C1)N1C=2NC=N/C(/C2N=C1)=N/N)O)O)O (1S,2R,3R,5R)-3-((S)-(3,4-difluorophenyl)(hydroxy)methyl)-5-((E)-6-hydrazineylidene-3,6-dihydro-9H-purin-9-yl)cyclopentane-1,2-diol